C(CCCCCCC\C=C/C[C@H](O)CCCCCC)(=O)[O-] Ricinoleat